3-Aminopropyltrimethoxysilan NCCC[Si](OC)(OC)OC